tert-Butyl (2R,4R)-4-amino-2-methylpiperidine-1-carboxylate N[C@H]1C[C@H](N(CC1)C(=O)OC(C)(C)C)C